IC(C(CNC(O)=O)CCC)C.C(N)(OCC(C(C)I)C#CC)=O 3-iodo-2-propynylbutyl carbamate (3-iodo-2-propylbutyl carbamate)